C(C)OC(C(C(=O)N(C1=C(C=CC(=C1)C)NC(C1=C(C(=C(C(=C1F)F)F)F)F)=O)CC1=CC=CC=C1)O)=O Ethyl-3-(benzyl (5-methyl-2-(perfluorobenzamido) phenyl) amino)-2-hydroxy-3-oxopropanoate